NC=1N=NC(=CC1N1CC2CCC(C1)N2C2=CC(=NC=C2)C#CCN2CC1(CC1C2)O)C2=C(C=CC=C2)O 3-[3-[4-[3-[3-amino-6-(2-hydroxyphenyl)pyridazin-4-yl]-3,8-diazabicyclo[3.2.1]octan-8-yl]-2-pyridyl]prop-2-ynyl]-3-azabicyclo[3.1.0]hexan-1-ol